4-(((Z)-5-((Z)-5-methoxy-2-oxoindoline-3-ylidene)-4-oxo-3-phenyl-thiazolidin-2-ylidene)amino)benzenesulphonamide COC=1C=C2/C(/C(NC2=CC1)=O)=C/1\C(N(/C(/S1)=N/C1=CC=C(C=C1)S(=O)(=O)N)C1=CC=CC=C1)=O